COC(=O)C=1N=NC(=CC1NCC1=C(C=C(C=C1)OC)OC)C1=C(C=CC=C1F)F 6-(2,6-difluorophenyl)-4-((2,4-dimethoxybenzyl)amino)pyridazine-3-carboxylic acid methyl ester